bromo-4-(2-(thiophen-3-yl)ethoxy)quinoline 1-oxide BrC1=[N+](C2=CC=CC=C2C(=C1)OCCC1=CSC=C1)[O-]